O1COCC2=C1C=CC=C2COC2=CC=C(C=C1C(OC(OC1=O)C1=CC=CC=C1)=O)C=C2 5-[4-(1,3-Benzodioxane-5-ylmethoxy)benzylidene]-2-phenyl-1,3-dioxane-4,6-dione